C(C1=CC=CC=C1)OC(N[C@H](C(=O)NN(C(CBr)=O)CCC(=O)N)CC(C)C)=O (S)-Benzyl(1-(2-(3-amino-3-oxo-propyl)-2-(2-bromoacetyl)hydrazinyl)-4-methyl-1-oxo-pentan-2-yl)carbamate